N1(C=NC=C1)C=1N=C(C2=C(N1)C=CN2)C(=O)NC2CCC(CC2)C(F)(F)F 2-(1H-imidazol-1-yl)-N-((1r,4r)-4-(trifluoromethyl)cyclohexyl)-5H-pyrrolo[3,2-d]pyrimidine-4-carboxamide